(2R,3R,4R,5S)-1-((1-(3-fluorophenyl)piperidin-4-yl)methyl)-2-methylpiperidin-3,4,5-triol FC=1C=C(C=CC1)N1CCC(CC1)CN1[C@@H]([C@H]([C@@H]([C@H](C1)O)O)O)C